OC1=NC(=NC=C1C(=O)N/N=C/C1=CC(=CC=C1)S(=O)(=O)C)C1=NC=CC=C1 (E)-4-hydroxy-N'-(3-(methylsulfonyl)benzylidene)-2-(pyridin-2-yl)pyrimidine-5-carbohydrazide